α-dimethylbutyryl-S-methylthioglycolate CC(CCC(=O)C(C(=O)[O-])SC)C